N-[(2-Amino-3-pyridyl)sulfonyl]-6-(2-hydroxy-4-methylphenyl)-2-[(4S)-2,2,4-trimethylpyrrolidin-1-yl]pyridin-3-carboxamid NC1=NC=CC=C1S(=O)(=O)NC(=O)C=1C(=NC(=CC1)C1=C(C=C(C=C1)C)O)N1C(C[C@@H](C1)C)(C)C